3,5-bis((1-isopropyl-1H-1,2,3-triazol-4-yl)methylene)-1-((2-nitrophenyl)sulfonyl)piperidin-4-one C(C)(C)N1N=NC(=C1)C=C1CN(CC(C1=O)=CC=1N=NN(C1)C(C)C)S(=O)(=O)C1=C(C=CC=C1)[N+](=O)[O-]